5,7-di-tert-butyl-3-(4-(methoxy)phenyl)benzo[d]oxazol-3-ium tetrafluoroborate F[B-](F)(F)F.C(C)(C)(C)C=1C=C(C2=C([N+](=CO2)C2=CC=C(C=C2)OC)C1)C(C)(C)C